1-((2-oxo-2,3-dihydro-1H-benzo[d]imidazol-5-yl)carbamoyl)indoline-5-carboxylic acid methyl ester COC(=O)C=1C=C2CCN(C2=CC1)C(NC1=CC2=C(NC(N2)=O)C=C1)=O